bis(4-hydroxyphenyl)-para-diisopropylbenzene OC1=CC=C(C=C1)C=1C(=C(C=CC1C(C)C)C(C)C)C1=CC=C(C=C1)O